N-(3-methoxy-1,2,4-thiadiazol-5-yl)-7-(methyl(7H-pyrrolo[2,3-d]pyrimidin-4-yl)amino)-2-azaspiro[3.5]nonane-2-carboxamide COC1=NSC(=N1)NC(=O)N1CC2(C1)CCC(CC2)N(C=2C1=C(N=CN2)NC=C1)C